NC(C)C=1C=C(C=C2C(=CC(=NC12)N1CCOCC1)C#N)Cl 8-(1-aminoethyl)-6-chloro-2-morpholino-quinoline-4-carbonitrile